ClC1=CC=C2C(=C1)NC(C21N(C(C=2N=C(N(C21)C(C)C)C=2C(=NC(=NC2)C)OC)=O)C2=C(C=CC(=C2)Cl)C)=O 6-chloro-5'-(5-chloro-2-methylphenyl)-3'-isopropyl-2'-(4-methoxy-2-methylpyrimidin-5-yl)-3'H-spiro[dihydroindole-3,4'-pyrrolo[3,4-d]imidazole]-2,6'(5'H)-dione